5,10,15,20-tetrakis(4-amino-phenyl)porphyrin NC1=CC=C(C=C1)C=1C2=CC=C(N2)C(=C2C=CC(C(=C3C=CC(=C(C=4C=CC1N4)C4=CC=C(C=C4)N)N3)C3=CC=C(C=C3)N)=N2)C2=CC=C(C=C2)N